1,3-dimethyl-imidazole CN1CN(C=C1)C